m-hydroxybenzotrifluoride OC=1C=C(C=CC1)C(F)(F)F